ClC=1C=CC(=C2C=CN(C(C12)=O)C(F)F)OC1CC2(CN(C2)CCCC=2C=NNC(C2Cl)=O)C1 8-Chloro-5-[[2-[3-(5-chloro-6-oxo-1H-pyridazin-4-yl)propyl]-2-azaspiro[3.3]heptan-6-yl]oxy]-2-(difluoromethyl)isoquinolin-1-one